ClC1=C(C=CC=C1)C1=CC=C(O1)C=C1OC2=C(C1=O)C=C(C=C2)C 2-[[5-(2-Chlorophenyl)-2-furanyl]methylene]-5-methyl-3(2H)-benzofuranone